2-(2H-benzotriazine-2-yl)-4,6-bis(2-methyl-methylamino-ethyl)-phenol N1N(N=CC2=C1C=CC=C2)C2=C(C(=CC(=C2)CC(C)NC)CC(C)NC)O